5'-bromospiro[cyclopropan-1,3'-indolin]-2'-one BrC=1C=C2C3(C(NC2=CC1)=O)CC3